2-nitroso-5-(N-ethyl-N-sulfopropylamino)benzene N(=O)C1=CC=C(C=C1)N(CCCS(=O)(=O)O)CC